3-(3-Chloro-4-isopropyl-benzoyl)-3-methyl-azetidine-1-carboxylic acid ClC=1C=C(C(=O)C2(CN(C2)C(=O)O)C)C=CC1C(C)C